N-(4-cyanopyridin-2-yl)-3-fluorobenzamid C(#N)C1=CC(=NC=C1)NC(C1=CC(=CC=C1)F)=O